3-amino-3-(4-bromothiophen-3-yl)propanoic acid NC(CC(=O)O)C1=CSC=C1Br